6-[6-amino-1-[(2,6-difluoro-4-nitro-phenyl)methyl]Pyrazolo[3,4-d]Pyrimidin-4-yl]Pyridine-2-carbonitrile NC1=NC(=C2C(=N1)N(N=C2)CC2=C(C=C(C=C2F)[N+](=O)[O-])F)C2=CC=CC(=N2)C#N